6-{5-chloro-2-[(oxan-4-yl)amino]pyrimidin-4-yl}-2-{2-[2-(hydroxymethyl)piperidin-1-yl]-2-oxoethyl}-2,3-dihydro-1H-isoindol-1-one ClC=1C(=NC(=NC1)NC1CCOCC1)C1=CC=C2CN(C(C2=C1)=O)CC(=O)N1C(CCCC1)CO